C1=CN=C1C#N Azetonitril